S1C=2N(C=C1)C=C(N2)C(C(=O)N(C=2SC=C(N2)C2=C(NC1=CC=CC=C21)C)C)C 2-(imidazo[2,1-b]thiazol-6-yl)-N-methyl-N-[4-(2-methyl-1H-indol-3-yl)thiazol-2-yl]propanamide